C1(=CC=CC=C1)[C@@H]1CCC2=NN(C(N21)=O)C2CC(C2)C=2C=NC=CC2 (S)-5-phenyl-2-((1R,3S)-3-(pyridin-3-yl)cyclobutyl)-2,5,6,7-tetrahydro-3H-pyrrolo[2,1-c][1,2,4]triazol-3-one